N-(1-tert-butyl-3-{(1s,3r)-3-[(2,5-dioxopyrrolidin-1-yl)oxy]cyclopentyl}-1H-pyrazol-5-yl)-2-(1,2-oxazol-5-yl)acetamide α-methylstyrene-acrylate CC(C(=O)O)=CC=CC1=CC=CC=C1.C(C)(C)(C)N1N=C(C=C1NC(CC1=CC=NO1)=O)[C@@H]1C[C@@H](CC1)ON1C(CCC1=O)=O